N[C@@H](CCCCN)B(OCC)OCC diethyl [(1R)-1,5-diaminopentyl]boronate